ClC=1C(=NC=C(C1)C(F)(F)F)C#N 3-chloro-5-(trifluoromethyl)pyridinecarbonitrile